CN(CCC(=O)OC(COCCOC(CCCCCCC\C=C/C\C=C/CCCCC)=O)CCCCCCCC\C=C/C\C=C/CCCCC)C (9Z,12Z)-2-(((11Z,14Z)-2-((3-(dimethylamino)propanoyl)oxy)icosa-11,14-dien-1-yl)oxy)ethyloctadeca-9,12-dienoate